ClC=1C=C(C=CC1)C(C(=O)OC)=O methyl 2-(3-chlorophenyl)-2-oxoacetate